C1(=C2N(C=N1)CCC2)C(C(=O)OCC)=O ethyl 2-(6,7-dihydro-5H-pyrrolo[1,2-c]imidazol-1-yl)-2-oxo-acetate